BrCC(C1=CC=CC=C1)(C1=C(C=CC=C1)C)Br dibromo(methylphenyl)phenylethane